O(C1=CC=CC=C1)C1=CC=C(C[N+]#[C-])C=C1 4-PHENOXY-BENZYLISOCYANIDE